bromo-1-(trifluoromethylsulfanyl)-5,6-dihydro-7H-3-azainden-7-one BrC=1C(=C2C(CCC=C2N1)=O)SC(F)(F)F